C(C)OC=1SSC(N1)=O 3-ethoxy-1,2,4-dithiazolin-5-one